F[P-](F)(F)(F)(F)F.N1(N=NC2=C1C=CC=C2)OP(N(C)C)N(C)C benzotriazole-1-oxybis(dimethylamino)phosphine hexafluorophosphate